N-[1-[(6-chloro-3-pyridyl)methyl]-2-pyridylidene]-2,2,2-trifluoroacetamide ClC1=CC=C(C=N1)CN1C(C=CC=C1)=NC(C(F)(F)F)=O